2-[4-[1-[4-(2-hydroxyethoxy)-3,5-bis(phenanthren-9-yl)-phenyl]-1-methylethyl]-2,6-bis(phenanthren-9-yl)-phenoxy]ethanol OCCOC1=C(C=C(C=C1C=1C2=CC=CC=C2C=2C=CC=CC2C1)C(C)(C)C1=CC(=C(OCCO)C(=C1)C=1C2=CC=CC=C2C=2C=CC=CC2C1)C=1C2=CC=CC=C2C=2C=CC=CC2C1)C=1C2=CC=CC=C2C=2C=CC=CC2C1